N1C=NC=C1.C(CCCCC)N1N=NC(=C1)C=1SC2=C(C(=CC(N2C1C(=O)O)=O)CC1=CC=CC2=CC=CC=C12)OC 8-(1-Hexyl-1H-1,2,3-triazol-4-yl)-5-methoxy-4-[(1-naphthyl)methyl]-2-oxo-7-thia-1-azabicyclo[4.3.0]nona-3,5,8-triene-9-carboxylic acid imidazole salt